NC=1OC(=CN1)CCCNC(C(F)(F)F)=O N-[3-(2-aminooxazol-5-yl)propyl]-2,2,2-trifluoro-acetamide